1-(2-isopropyl-4-(trifluoromethyl)benzyl)-3-(1-methyl-1H-indazol-4-yl)urea C(C)(C)C1=C(CNC(=O)NC2=C3C=NN(C3=CC=C2)C)C=CC(=C1)C(F)(F)F